5-chloro-3-(2-(2-fluoropropan-2-yl)-6-methylpyrimidin-4-yl)-1-methyl-1H-pyrazolo[3,4-c]pyridine ClC=1C=C2C(=CN1)N(N=C2C2=NC(=NC(=C2)C)C(C)(C)F)C